3-[2-(2-Pentyn-1-yl)-2H-1,2,3-triazol-4-yl]-5-(trifluoromethyl)pyridine C(C#CCC)N1N=CC(=N1)C=1C=NC=C(C1)C(F)(F)F